OCCCNCCN(CCNCCNCCN)CCCO N,N'-di(hydroxypropyl)tetraethylenepentamine